The molecule is a disaccharide derivative consisting of an N-acetyl-alpha-D-glucosaminyl residue linked (1->3) to an alpha-D-glucoside residue, the anomeric carbon of which is linked to O-2 of D-glyceric acid and the O-6 of which is connecteded via a phospho linkage to a 5-aminopentyl group. CC(=O)N[C@@H]1[C@H]([C@@H]([C@H](O[C@@H]1O[C@H]2[C@@H]([C@H](O[C@@H]([C@@H]2O)O[C@H](CO)C(=O)O)COP(=O)(O)OCCCCCN)O)CO)O)O